ClC=1C=C(CNCCC=2OC(=CN2)CCNC=2C=3C=NNC3C=C(C2)N2C=NN=C2)C=CC1OC(F)(F)F N-(2-(2-(2-((3-chloro-4-(trifluoromethoxy)benzyl)amino)ethyl)oxazol-5-yl)ethyl)-6-(4H-1,2,4-triazol-4-yl)-1H-indazol-4-amine